The molecule is a 1,2-diacyl-sn-glycerol 3-phosphate in which the acyl substituents at positions 1 and 2 are specified as (9Z)-octadecenoyl and (9Z)-hexadecenoyl respectively. It derives from a palmitoleic acid and an oleic acid. It is a conjugate acid of a 1-(9Z)-octadecenoyl-2-(9Z)-hexadecenoyl-sn-glycero-3-phosphate(2-). CCCCCCCC/C=C\\CCCCCCCC(=O)OC[C@H](COP(=O)(O)O)OC(=O)CCCCCCC/C=C\\CCCCCC